O1C(OCC1)C1=C(C=CC=C1OCC1=CC=C(C=C1)OC)CC(=O)OC methyl 2-[2-(1,3-dioxolan-2-yl)-3-[(4-methoxyphenyl)methoxy]phenyl]acetate